5-(2,5-diazaspiro[3.4]octan-2-yl)-5-[4-[4-(trifluoromethoxy)phenoxy]phenyl]hexahydropyrimidine-2,4,6-trione 2,2,2-trifluoroacetic acid salt FC(C(=O)O)(F)F.C1N(CC12NCCC2)C2(C(NC(NC2=O)=O)=O)C2=CC=C(C=C2)OC2=CC=C(C=C2)OC(F)(F)F